N[C@@H]1[C@H](N(C1)C1=CC(=C(C(=C1)F)C1CNCCC1)F)C 3-(4-((2R,3S)-3-amino-2-methylazetidin-1-yl)-2,6-difluorophenyl)piperidine